ClCC(=O)OC Methyl Monochloroacetate